2-Chloro-N-(2-{4-[(3-cyanopyrazin-2-yl)oxy]piperidin-1-yl}-2-[4-(difluoromethyl)-1,3-thiazol-5-yl]ethyl)-6-fluorobenzamid ClC1=C(C(=O)NCC(C2=C(N=CS2)C(F)F)N2CCC(CC2)OC2=NC=CN=C2C#N)C(=CC=C1)F